C(C1=CC=CC=C1)[C@H]1N(C(OC1)=O)C([C@@H](CC(F)(F)F)CO)=O (R)-4-benzyl-3-((S)-4,4,4-trifluoro-2-(hydroxymethyl)butanoyl)oxazolidin-2-one